CC1=CC2=C(N=C(N=C2[C@@H]2C[C@H](C2)C(F)(F)F)N2C[C@@H](OCC2)C=2C=NN(C2)C)N=C1C 6,7-dimethyl-2-((2S)-2-(1-methyl-1H-pyrazol-4-yl)-4-morpholinyl)-4-(trans-3-(trifluoromethyl)cyclobutyl)pyrido[2,3-d]pyrimidine